C1=CC=C(C=C1)NC2=C(C=CC=C2Cl)Cl 2,6-dichlorodiphenylamine